[Na+].FC(C(=O)[O-])(F)F trifluoroacetate Sodium